C(CC)S(=O)(=O)O[N+]1=C(C=CC=C1)C=C vinyl-pyridinio propanesulfonate